OC1=C(C=CC(=C1)O)C(CC1=CC=C(C=C1)OC)=O 1-(2,4-dihydroxyphenyl)-2-(4-methoxyphenyl)ethanone